dibenzyl-1-(6-methylpyridazin-4-yl)pyrrolidin-3-amine C(C1=CC=CC=C1)C1(N(CCC1N)C1=CN=NC(=C1)C)CC1=CC=CC=C1